CC1(C(C(=C[C@]2(CCN(C2)C(=O)C=2C=NC=C(C2)C(F)(F)F)C1)C#N)=O)C (5R)-9,9-dimethyl-8-oxo-2-[5-(trifluoromethyl)pyridine-3-carbonyl]-2-azaspiro[4.5]dec-6-ene-7-carbonitrile